C(C1=CC=CC=C1)OC1=NC(=CC=C1N(C1=CC(=C(C=C1)N1CCN(CC1)C1C(CN(CC1)C(=O)OC(C)(C)C)(F)F)F)C)OCC1=CC=CC=C1 tert-butyl 4-(4-(4-((2,6-bis(benzyloxy)pyridin-3-yl)(methyl)amino)-2-fluorophenyl)piperazin-1-yl)-3,3-difluoropiperidine-1-carboxylate